N=1C=CN2C1C=C(C=C2)NC(C(N2[C@H](CC[C@@H](C2)C)C=2C=CC1=C(N=C(S1)C(CN1CCCC1)C)C2)=O)=O N-imidazo[1,2-a]pyridin-7-yl-2-oxo-2-[(2R,5S)-5-methyl-2-[2-[1-methyl-2-pyrrolidin-1-yl-ethyl]-1,3-benzothiazol-5-yl]-1-piperidyl]acetamide